NC=1C=C(C=NC1)C=1C=C(C=CC1)[C@H](C)N1C(N=CC=C1C=1C=CC2=C(C(=CS2)C)C1)C N-[(1S)-1-[3-(5-aminopyridin-3-yl)phenyl]ethyl]-2-methyl-6-(3-methyl-1-benzothiophen-5-yl)pyrimidin